C1=CC=CC=2C3=CC=CC=C3C(C12)COC(=O)N1C[C@@H]([C@@H](C1)N1CCN(CCN(CCN(CC1)CC(OC(C)(C)C)=O)CC(OC(C)(C)C)=O)CC(=O)OC(C)(C)C)O (2R,3S,4R)-1-(((9H-Fluoren-9-yl)methoxy)carbonyl)-3-hydroxy-4-(4,7,10-tris(2-(tert-butoxy)-2-oxoethyl)-1,4,7,10-tetraazacyclododecan-1-yl)pyrrolidin